ClC1=CC2=C(N=CN(C2=O)CC2(CCN(CC2)C(=O)C2(C(C2)C(F)(F)F)C)O)N1C1=CC=C(C=C1)[C@H]1NCCOC1 6-Chloro-3-((4-hydroxy-1-(1-methyl-2-(trifluoromethyl)cyclopropane-1-carbonyl)piperidin-4-yl)methyl)-7-(4-((R)-morpholin-3-yl)phenyl)-3,7-dihydro-4H-pyrrolo[2,3-d]pyrimidin-4-one